(6aS,12bR)-(-)-2-methyl-3,10,11-trihydroxy-5,6,6a,7,8,12b-hexahydrobenzo[a]phenanthridine CC=1C(=CC=2CN[C@H]3CCC4=C([C@@H]3C2C1)C=C(C(=C4)O)O)O